ethyl p-ethoxybenzoate C(C)OC1=CC=C(C(=O)OCC)C=C1